N-(4-sulfamoylphenyl)p-menthane-carboxamide S(N)(=O)(=O)C1=CC=C(C=C1)NC(=O)C1CC(CCC1C(C)C)C